(4-(1H-Indazol-3-yl)phenyl)(4-(5-methyl-1H-imidazol-2-yl)piperidin-1-yl)methanon N1N=C(C2=CC=CC=C12)C1=CC=C(C=C1)C(=O)N1CCC(CC1)C=1NC(=CN1)C